1-(4-amino-6-fluoro-2-pyridyl)cyclobutanol NC1=CC(=NC(=C1)F)C1(CCC1)O